2-n-butyltellanyl-propionate C(CCC)[Te]C(C(=O)[O-])C